methyl (E)-3-styrylcyclopentane-1-carboxylate C(=C\C1=CC=CC=C1)/C1CC(CC1)C(=O)OC